(1R,3S,4R)-2-((3-chlorophenyl)-D-leucyl)-N-((R)-1-cyano-2-((R)-2-oxopyrrolidin-3-yl)ethyl)-5,5-difluoro-2-azabicyclo[2.2.2]octane-3-carboxamide ClC=1C=C(C=CC1)N[C@H](CC(C)C)C(=O)N1[C@H]2CC([C@@H]([C@H]1C(=O)N[C@H](C[C@@H]1C(NCC1)=O)C#N)CC2)(F)F